4-[5-[3-[(5-bromo-2-pyridinyl)oxy]cyclobutoxy]-2-pyridinyl]but-3-yn-2-ol BrC=1C=CC(=NC1)OC1CC(C1)OC=1C=CC(=NC1)C#CC(C)O